N1=CN=CC2=CC(=CC=C12)N quinazolin-6-amine